C1(CCCCC1)NC(C(C)OC1=CC=C2C=C(C(=NC2=C1)C)C1C(NC(CC1)=O)=O)=O N-cyclohexyl-2-((3-(2,6-dioxopiperidin-3-yl)-2-methylquinolin-7-yl)oxy)propanamide